ethyl-3-(pyrrolidin-1-yl)propanamide C(C)C(C(=O)N)CN1CCCC1